C(C=C)N1[C@H](CCC1)C(=O)[O-] allyl-D-prolinate